ICC(CN(C)C)I 1,2-diiodo-N,N-dimethyl-3-aminopropane